CN1C(=NC=C1C=1C=C2C=C(N=CC2=CC1)NC(=O)C1CCCCC1)C N-(6-(1,2-dimethyl-1H-imidazol-5-yl)isoquinolin-3-yl)cyclohexanecarboxamide